2-(8-(benzyloxy)-[1,2,4]triazolo[1,5-a]pyridin-5-yl)-N-(methylsulfonyl)acetamide C(C1=CC=CC=C1)OC=1C=2N(C(=CC1)CC(=O)NS(=O)(=O)C)N=CN2